CC(C[C@H](NC([C@H](CC1=CC=CC=C1)NC(=O)C1=NC=CN=C1)=O)B1OC(C[C@@H](O1)C(=O)OC(C)C)=O)C isopropyl (R)-2-((R)-3-methyl-1-((S)-3-phenyl-2-(pyrazine-2-carboxamido)propanamido) butyl)-6-oxo-1,3,2-dioxaborinane-4-carboxylate